ethyl (R)-1-(methyl((2-oxo-4-(o-tolyl)-2H-chromen-7-yl)methyl)carbamoyl)piperidine-3-carboxylate CN(C(=O)N1C[C@@H](CCC1)C(=O)OCC)CC1=CC=C2C(=CC(OC2=C1)=O)C1=C(C=CC=C1)C